6-chloro-3-(4-pyridyl)-N-(2-pyridylmethyl)-[1,2,4]triazolo[4,3-b]pyridazin-8-amine ClC=1C=C(C=2N(N1)C(=NN2)C2=CC=NC=C2)NCC2=NC=CC=C2